FC(C(=O)O)(C1=C(C=C(C=C1)OC(F)(F)F)C)F 2,2-difluoro-2-(2-methyl-4-(trifluoromethoxy)phenyl)acetic acid